5-(4-((8-fluoro-3-methyl-2-oxo-1,2,3,4-tetrahydroquinazolin-7-yl)methyl)piperazin-1-yl)-N,6-dimethylpicolinamide FC=1C(=CC=C2CN(C(NC12)=O)C)CN1CCN(CC1)C=1C=CC(=NC1C)C(=O)NC